[Ca+2].OCCCC(=O)[O-].C1(=CC=CC=C1)C1N(OCC1)C1=NC(=NC=C1C(F)(F)F)NC1=CC=C(C=C1)N1CCN(CC1)C(C)=O.OCCCC(=O)[O-] 1-(4-(4-((4-(3-phenylisoxazolidin-2-yl)-5-(trifluoromethyl)pyrimidin-2-yl)amino)phenyl)piperazin-1-yl)ethan-1-one gamma-hydroxybutyrate calcium salt